ClC1=NC2=CC(=C(C=C2N=C1N1CCNCC1)C)C 2-chloro-6,7-dimethyl-3-piperazin-1-yl-quinoxaline